6-Fluoro-3'-((3-((4-fluoro-3-(trifluoromethyl)phenyl)carbamoyl)-5,6,7,8-tetrahydronaphthalen-2-yl)carbamoyl)-4'-methoxy-[1,1'-biphenyl]-3-carboxylic acid FC1=CC=C(C=C1C1=CC(=C(C=C1)OC)C(NC1=CC=2CCCCC2C=C1C(NC1=CC(=C(C=C1)F)C(F)(F)F)=O)=O)C(=O)O